The molecule is a member of the class of mastopyrans that is a 14-amino acid polypeptide comprising isoleucyl, asparaginyl, leucyl, lysyl, alanyl, isoleucyl, alanyl, alanyl, leucyl, alanyl, lysyl, lysyl, leucyl, and phenylalninamide residues coupled in sequence. It is the major active component of the venom of the hornet Vespa affinis and causes degranulation of mast cells. It exhibits antimicrobial activity against both Gram-positive and -negative bacteria as well as haemolytic activity on chicken, human and sheep erythrocytes. It has a role as an antibacterial agent. It is a member of mastoparans and a peptidyl amide. CC[C@H](C)[C@@H](C(=O)N[C@@H](CC(=O)N)C(=O)N[C@@H](CC(C)C)C(=O)N[C@@H](CCCCN)C(=O)N[C@@H](C)C(=O)N[C@@H]([C@@H](C)CC)C(=O)N[C@@H](C)C(=O)N[C@@H](C)C(=O)N[C@@H](CC(C)C)C(=O)N[C@@H](C)C(=O)N[C@@H](CCCCN)C(=O)N[C@@H](CCCCN)C(=O)N[C@@H](C(C)C)C(=O)N[C@@H](CC1=CC=CC=C1)C(=O)N)N